C(C)(C)(C)OC(=O)N1C[C@H]2N(CC1)C(C(C2)CC#CC2=CC=CC=1N2C=CN1)=O (8aS)-7-(3-[imidazo[1,2-a]pyridin-5-yl]prop-2-yn-1-yl)-6-oxo-octahydropyrrolo[1,2-a]pyrazine-2-carboxylic acid tert-butyl ester